6-[2-cyano-4-(2-hydroxy-2-methylpropoxy)phenyl]-4-{[(3S,5S)-5-fluoropiperidin-3-yl]amino}pyrido[3,2-d]pyrimidine-8-carboxamide C(#N)C1=C(C=CC(=C1)OCC(C)(C)O)C=1C=C(C=2N=CN=C(C2N1)N[C@@H]1CNC[C@H](C1)F)C(=O)N